BrC1=CN=C2C(=NC(=NN21)C(F)(F)F)Cl 7-bromo-4-chloro-2-(trifluoromethyl)imidazo[2,1-f][1,2,4]triazine